Erbium-Iridium [Ir].[Er]